1-((1r,2r)-2-hydroxycyclohexyl)guanidine O[C@H]1[C@@H](CCCC1)NC(=N)N